C1(CC(CCC1)(C#N)C#N)C1CCCCC1 bicyclohexane-3,3-dinitrile